tert-Butyl 3-(benzhydrylideneamino)-2-(4-fluoro-3,5-dimethyl-phenyl)-6,7-dihydro-4H-pyrazolo[1,5-a]pyrazine-5-carboxylate C(C1=CC=CC=C1)(C1=CC=CC=C1)=NC=1C(=NN2C1CN(CC2)C(=O)OC(C)(C)C)C2=CC(=C(C(=C2)C)F)C